C(C)N1N=C[N+](=C1)[NH-] (1-ethyl-1H-1,2,4-triazol-4-ium-4-yl)amide